C(C)(CC)C(=O)O.C(C1=CC=CC=C1)N1CCN(CCC1)C1=CN=C2C=CC(NC2=C1)(C(=O)O)C=1C(=NNC1)C1=NC(=CC=C1)C.O=C1N(C[C@H](C1)CCC)C(C(=O)N)CC 2-((S)-2-oxo-4-propyl-pyrrolidine-1-yl)butanamide 7-(4-benzyl-1,4-diazepan-1-yl)-2-[3-(6-methyl-2-pyridyl)-1H-pyrazol-4-yl]-1,5-naphthyridineformate (sec-butyl-formate)